C(CCCC)N(C(=O)NC)C1=CC=CC=C1 N-pentyl-N'-methylphenylurea